tert-Butyl 6-chloro-3,3-dimethyl-2,3-dihydro-1H-benzo[d][1,3]azasilole-1-carboxylate ClC1=CC2=C([Si](CN2C(=O)OC(C)(C)C)(C)C)C=C1